1-(2-(azetidin-1-yl)-2-oxoethyl)-3-methyl-6-(5-(trifluoromethyl)thiophen-2-yl)-1H-imidazo[4,5-b]pyridin-2(3H)-one N1(CCC1)C(CN1C(N(C2=NC=C(C=C21)C=2SC(=CC2)C(F)(F)F)C)=O)=O